ClC=1C=C(OC2C(C(C2(C)C)NC(C2=CN=C(C=C2)N2CCN(CC2)CC=2C=C3CN(C(C3=CC2F)=O)C2C(NC(CC2)=O)=O)=O)(C)C)C=CC1C#N N-((1r,3r)-3-(3-chloro-4-cyanophenoxy)-2,2,4,4-tetramethylcyclobutyl)-6-(4-((2-(2,6-dioxopiperidin-3-yl)-6-fluoro-1-oxoisoindolin-5-yl)methyl)piperazin-1-yl)nicotinamide